9H-pyrimido[4,5-b]Indol-7-yl-carbamic acid tert-butyl ester C(C)(C)(C)OC(NC1=CC=C2C3=C(NC2=C1)N=CN=C3)=O